BrC=1C=CC=2C(N(C3=CC=CC1C23)CC2=CC=C(C=C2)OC)=O 5-bromo-1-[(4-methoxyphenyl)methyl]benzo[cd]indol-2-one